ClC=1C=CC(=C(C1)C1=CC(=CN=N1)NC1=CC=NC2=CC(=CC=C12)OCCN1CCN(CC1)C)F N-[6-(5-chloro-2-fluorophenyl)pyridazin-4-yl]-7-[2-(4-methylpiperazin-1-yl)ethoxy]quinolin-4-amine